5-(thieno[3,2-d]pyrimidin-4-ylamino)isobenzofuran-1(3H)-one N1=CN=C(C2=C1C=CS2)NC=2C=C1COC(C1=CC2)=O